O1C=C(C2=C1C=CC=C2)C[C@H](NC(=O)C2CC21COCCC1F)B(O)O (R)-2-(benzofuran-3-yl)-1-(8-fluoro-5-oxaspiro[2.5]octane-1-carboxamido)ethylboronic acid